C1(CCCCC1)CN1N=CC(=C1)C=1C(=NC=CC1)C1=CC=C2C=CC=NC2=C1 7-{3-[1-(Cyclohexylmethyl)-1H-pyrazol-4-yl]pyridin-2-yl}chinolin